NC1=C(N=CC(=N1)N1CCC2([C@@H]([C@@H](OC2)C)NCC=2C=C3CN(C(C3=CC2F)=O)C2C(NC(CC2)=O)=O)CC1)SC1=C(C(=NC=C1)N)Cl 3-(5-((((3S,4S)-8-(6-amino-5-((2-amino-3-chloropyridin-4-yl)thio)pyrazin-2-yl)-3-methyl-2-oxa-8-azaspiro[4.5]decan-4-yl)amino)methyl)-6-fluoro-1-oxoisoindolin-2-yl)piperidine-2,6-dione